2-chloro-N-(3-(5-morpholino-1H-benzo[d]imidazol-2-yl)-1H-pyrazol-4-yl)pyrimidin-4-amine ClC1=NC=CC(=N1)NC=1C(=NNC1)C1=NC2=C(N1)C=CC(=C2)N2CCOCC2